Fluorochloroethylene C=C(F)Cl